3-(3,5-difluorophenyl)-methyl-3aH-furo[3,2-d]isoOxazole-6a-carboxylic acid methyl ester COC(=O)C12C(C(=NO1)C1=CC(=CC(=C1)F)F)(C=CO2)C